tetrahydropyranyl-1,4-butanediol O1C(CCCC1)C(CCCO)O